C(C)N(CCN(CCOC(OC(CCCC(=O)[O-])CCCCCC)=O)CCOC(OC(CCCC(=O)[O-])CCCCCC)=O)CC 11-(2-(diethylamino)ethyl)-5,17-dihexyl-7,15-dioxo-6,8,14,16-tetraoxa-11-azahenicosanedioate